propyl-methoxylsilane tert-Butyl-(S)-(2-methyl-3-((5-(methylthio)pyrimidin-2-yl)amino)propyl)carbamate C(C)(C)(C)N(C(O)=O)C[C@H](CNC1=NC=C(C=N1)SC)C.C(CC)[SiH2]OC